(Z)-1-bromo-2-iodo-2-butene BrC/C(=C/C)/I